OC(C(=O)C1=CC=C(C=C1)CC1=CC=C(C=C1)C(C(C)(C)O)=O)(C)C 2-hydroxy-1-{4-[4-(2-hydroxy-2-methyl-propionyl)-benzyl]Phenyl}-2-methyl-1-propanone